CC1=C(CS(=O)(=O)CC2=C(C=C(C=C2)C)C)C=CC(=C1)C (2,4-dimethylbenzyl) sulfone